1-cycloocten-1-yl(methyl)1-naphthyl(phenyl)silane C1(=CCCCCCC1)C1(CC=CC2=CC=CC=C12)[SiH](C1=CC=CC=C1)C